N1=CC(=CC=C1)C1=CC=2N=C(N=CC2O1)N1N=CC(=C1)C=1C=C(C=CC1)C 6-(pyridin-3-yl)-2-(4-(m-tolyl)-1H-pyrazol-1-yl)furo[3,2-d]pyrimidine